7-(3,5-dimethyl-1,2-oxazol-4-yl)-3-(2-{[(3S)-6,6-dimethylpiperidin-3-yl]amino}-5-(trifluoromethyl)pyrimidin-4-yl)-1H,4H,5H,6H,7H,8H-pyrrolo[2,3-c]azepin-8-one CC1=NOC(=C1N1C(C2=C(CCC1)C(=CN2)C2=NC(=NC=C2C(F)(F)F)N[C@@H]2CNC(CC2)(C)C)=O)C